CN1N(NC(CC1)C)C hexahydro-1,2,4-trimethyl-triazine